N-((1r,4r)-4-Hydroxycyclohexyl)-4-(isopropylamino)-2-(thiazol-5-yl)thieno[2,3-b]pyridin-5-carboxamid OC1CCC(CC1)NC(=O)C=1C(=C2C(=NC1)SC(=C2)C2=CN=CS2)NC(C)C